l-quinic acid C1[C@H](C([C@@H](CC1(C(=O)O)O)O)O)O